5-chloro-N-(8-methoxy-2-methyl-imidazo[1,2-a]pyridin-6-yl)furo[3,2-b]pyridine-2-carboxamide ClC1=CC=C2C(=N1)C=C(O2)C(=O)NC=2C=C(C=1N(C2)C=C(N1)C)OC